bromo-2-naphthaleneethanone BrC1=C(C=CC2=CC=CC=C12)CC=O